FC1=C(COC2=CC=C3CCNCC3=C2)C(=CC=C1)F 7-((2,6-difluorobenzyl)oxy)-1,2,3,4-tetrahydroisoquinoline